C=C(C)[C@H](C(=O)[O-])\C=C\CC.[K+] potassium (R,E)-2-(1-propen-2-yl)-3-hexenoate